C(C1=CC=CC=C1)OC1=C(C(=NC=C1F)C(F)(F)F)F 4-(benzyloxy)-3,5-difluoro-2-(trifluoromethyl)pyridine